CS(=O)(=O)OC(CC[C@H]1NC(C(C1)(CC)C([Si](C)(C)C)(F)F)=O)C1=CC(=CC=C1)F [3-[(2R)-4-[difluoro (trimethylsilyl) methyl]-4-ethyl-5-oxo-pyrrolidin-2-yl]-1-(3-fluorophenyl) propyl] methanesulfonate